OC1=CC=C2[C@@H]([C@@H](COC2=C1)C1=CC=CC=C1)C1=CC=C(C=C1)N1CCN(CC1)CC1=CC=C(C=N1)N1C(NC(CC1)=O)=O 1-(6-((4-(4-((3R,4S)-7-hydroxy-3-phenylchroman-4-yl)phenyl)piperazin-1-yl)methyl)pyridin-3-yl)dihydropyrimidine-2,4(1H,3H)-dione